2-isopropyl-5-(isoquinolin-3-yl)benzene-1,3-diol ethylacetate C(C)CC(=O)OC1=C(C(=CC(=C1)C=1N=CC2=CC=CC=C2C1)O)C(C)C